[I-].C(C)(C)(C)[C@H]1OC[C@](N1)(C(=O)N1CCN(CC1)C(=O)N1C=[N+](C=C1)C)C 1-(4-((2r,4s)-2-(tert-butyl)-4-methyl-oxazolidine-4-carbonyl)piperazine-1-carbonyl)-3-methyl-1H-imidazol-3-ium iodide